O=C1N(CC2=CC(=CC=C12)O[C@@H]1[C@H](CCCC1)N1CC(C1)C1=CC(=NC=C1)C(F)(F)F)C1C(NC(CC1)=O)=O 3-(1-oxo-5-(((1S,2S)-2-(3-(2-(trifluoromethyl)pyridin-4-yl)azetidin-1-yl)cyclohexyl)oxy)isoindolin-2-yl)piperidine-2,6-dione